2-Naphthaldehyde dimethylacetal COC(C1=CC2=CC=CC=C2C=C1)OC